CC(CCC)CCCCCCCCCCCCCCCCCCCCCC 4-Methylhexacosane